3-(1,1-difluoro-2-(4-hydroxy-3,3-dimethylpiperidin-1-yl)-2-oxoethyl)-4-fluoro-N-(4-fluoro-3-methylphenyl)benzamide FC(C(=O)N1CC(C(CC1)O)(C)C)(F)C=1C=C(C(=O)NC2=CC(=C(C=C2)F)C)C=CC1F